5-hydroxylysine, alpha-carboxyglutamic acid salt C(=O)(O)C(N)(CCC(=O)O)C(=O)O.OC(CC[C@H](N)C(=O)O)CN